3-{2-chloro-3-[(1-methyl-5-hydroxy-1H-pyrazol-4-yl)carbonyl]-6-ethanesulfonylbenzyl}-5-methyl-1,3,4-oxadiazol-2(3H)-one ClC1=C(CN2C(OC(=N2)C)=O)C(=CC=C1C(=O)C=1C=NN(C1O)C)S(=O)(=O)CC